[I-].C(C)(C)(C)OC(C(COC1=CC=C(C=C1)C=1C=[N+](N(C1)CCCNC(=O)OC(C)(C)C)C)(C)ON1C(C2=CC=CC=C2C1=O)=O)=O 4-(4-(3-(tert-butoxy)-2-((1,3-dioxoisoindolin-2-yl)oxy)-2-methyl-3-oxopropoxy)-phenyl)-1-(3-((tert-butoxycarbonyl)amino)propyl)-2-methyl-1H-pyrazol-2-ium iodide